C(C=CCCCCCCCCCCCCCCCCCCC)(=O)N 13E-Docosenamide